NC1=NC=CC=C1C1=NC=2C(=NC(=CC2)C2=CC=CC=C2)N1C=1C=CC(=NC1)NC(=O)C1=CC=C(C(=O)OC)C=C1 methyl 4-((5-(2-(2-aminopyridin-3-yl)-5-phenyl-3H-imidazo[4,5-b]pyridin-3-yl)pyridin-2-yl)carbamoyl)benzoate